2-[1-(2-Difluoromethyl-pyridin-4-yl)-azetidin-3-yl]-1-(1,3,5,6,7,8-hexahydro-2,4,7-triaza-cyclopenta[b]naphthalen-2-yl)-ethanone FC(C1=NC=CC(=C1)N1CC(C1)CC(=O)N1CC=2C(=CC=3CNCCC3N2)C1)F